(R)-2-amino-3-(7-isopropoxythieno[3,2-b]pyridine-2-carboxamido)propanoic acid N[C@@H](C(=O)O)CNC(=O)C1=CC2=NC=CC(=C2S1)OC(C)C